ClC1=NC=2N(C(=C1)N1C(COCC1)(C)C)N=CC2 4-(5-chloropyrazolo[1,5-a]pyrimidin-7-yl)-3,3-dimethylmorpholine